2-(3,4-dimethoxy-phenyl)3-oxo-propionitrile COC=1C=C(C=CC1OC)C(C#N)C=O